3-(3-Chloro-4-fluorophenyl)-1-((1,3-dimethyl-1H-pyrazol-4-yl)methyl)-1-(4-methoxyphenyl)urea ClC=1C=C(C=CC1F)NC(N(C1=CC=C(C=C1)OC)CC=1C(=NN(C1)C)C)=O